C(C)(C)(C)OC(NCC(C)OC1=C(C=C(C=C1)F)CC=1C=C2C(=NNC2=CC1)NC1=NC(=NC(=C1)Cl)Cl)=O (2-(2-((3-((2,6-dichloropyrimidin-4-yl)amino)-1H-indazol-5-yl)methyl)-4-fluorophenoxy)propyl)carbamic acid tert-butyl ester